FCOC=1C=C(C=CC1)C=1N=C2N(C=CC(=C2)N(C)C)C1 [2-(3-Fluoromethoxy-phenyl)-imidazo[1,2-a]pyridin-7-yl]-dimethyl-amine